CN(C)C1=CC=C(C=C1)P(C2=CC=CC=C2)C3=CC=CC=C3 4-(diphenylphosphino)-N,N-dimethylaniline